CCCCCCCCCCCCCCCC(=O)C(CN)O PalmitoylEthanolAmine